3-[4,5-dimethylthiazol-2-yl]-2,5-dimethyltetrazolium bromide [Br-].CC=1N=C(SC1C)N1N([NH2+]C(=N1)C)C